(((3-(difluoromethyl)-1-methyl-1H-pyrazol-5-yl)thio)methyl)piperidine-1-carboxylic acid tert-butyl ester C(C)(C)(C)OC(=O)N1C(CCCC1)CSC1=CC(=NN1C)C(F)F